4-[(5-Ethyl-1-methyl-4-oxo-pyrrolo[3,2-c]pyridin-3-yl)amino]-6-[[(1S,2R)-2-fluorocyclopropanecarbonyl]amino]-N-(methyl-d3)pyridine-3-carboxamide C(C)N1C(C2=C(C=C1)N(C=C2NC2=C(C=NC(=C2)NC(=O)[C@H]2[C@@H](C2)F)C(=O)NC([2H])([2H])[2H])C)=O